C(CCC)N1CC=CC=C1 1-butyl-pyridine